C(CC)C(C(=O)OCC(O)CO)CCCCCCCCCCCCCCCC glycerol propyl-stearate